N-(3-methoxyphenyl)acetamide CC(=O)NC1=CC(=CC=C1)OC